ClC1=NC=C(C(=C1)N1CCC(CC1)(O)C)C#CC=1C=NC=CC1 (2-chloro-5-(2-(3-pyridyl)ethynyl)-4-pyridyl)-4-methyl-piperidin-4-ol